acryloyloxybutylbenzyldimethyl-ammonium bromide [Br-].C(C=C)(=O)OCCCC[N+](C)(C)CC1=CC=CC=C1